3-[(3s,4r)-4-methyl-3-[({[1,3]thiazolo[5,4-b]pyridin-2-yl}amino)methyl]-2-azabicyclo[3.1.1]heptane-2-carbonyl]-4-(2H-1,2,3-triazol-2-yl)benzonitrile C[C@H]1[C@H](N(C2CC1C2)C(=O)C=2C=C(C#N)C=CC2N2N=CC=N2)CNC=2SC1=NC=CC=C1N2